C1(CC1)C1=NC=NC(=C1C1=NC=C(C(=N1)NCC1=CC=C(C=C1)C1=NN(C(C2=CC=CC=C12)=O)CC1=CC=C(C=C1)OC)CO)OC 4-[4-[[[2-(4-cyclopropyl-6-methoxy-pyrimidin-5-yl)-5-(hydroxymethyl)pyrimidin-4-yl]amino]methyl]phenyl]-2-[(4-methoxyphenyl)methyl]phthalazin-1-one